O1CCC(CC1)NCC#N 2-((tetrahydro-2H-pyran-4-yl)amino)acetonitrile